Para-xylylenediamine stannum bromide [Sn](Br)(Br)(Br)Br.C1(=CC=C(C=C1)CN)CN